tert-butyl (1R,3R,5R)-3-(aminomethyl)-2-azabicyclo[3.1.0]hexane-2-carboxylate NC[C@@H]1N([C@@H]2C[C@@H]2C1)C(=O)OC(C)(C)C